(2R,3S,4S)-4-hydroxy-2-[(4-methoxyphenyl)methyl]pyrrolidin-3-yl N-{2-[(2S)-pyrrolidin-2-ylformamido]ethyl}carbamate N1[C@@H](CCC1)C(=O)NCCNC(O[C@H]1[C@H](NC[C@@H]1O)CC1=CC=C(C=C1)OC)=O